FC([C@@H]1N(CC12CCNCC2)C(C=C)=O)F (R)-1-(1-(difluoromethyl)-2,7-diazaspiro[3.5]nonan-2-yl)prop-2-en-1-one